C(C)(C)(C)N(C(O)=O)[C@H](C)C1=C(C(=CC=C1)C(C(C#C[Si](C)(C)C)=O)(F)F)F.FC(C1CCC(CC1)=O)(F)F 4-(trifluoromethyl)cyclohexane-1-one tert-butyl-[(1R)-1-{3-[1,1-difluoro-2-oxo-4-(trimethylsilyl)but-3-yn-1-yl]-2-fluorophenyl}ethyl]carbamate